ClC1=CC=C(C=N1)OC1CC2(CN(C2)C(=O)N2CC(CC2)C2=NN=CN2)C1 [6-[(6-Chloro-3-pyridyl)oxy]-2-azaspiro[3.3]heptan-2-yl]-[3-(4H-1,2,4-triazol-3-yl)pyrrolidin-1-yl]methanone